N1=C(N=CC2=CC=CC=C12)NC1CCC(CC1)N(C(C)=O)C1=CC=C(C=C1)C=1C=NC(=NC1)N1[C@H]2CN([C@@H](C1)C2)CC(=O)O 2-((1R,4R)-5-(5-(4-(N-((1r,4R)-4-(quinazolin-2-ylamino)cyclohexyl)acetamido)phenyl)pyrimidin-2-yl)-2,5-diazabicyclo[2.2.1]hept-2-yl)acetic acid